2-Morpholino-4-(4-(piperazin-1-ylmethyl)phenylamino)pyrimido[4,5-d]pyridazin-5(6H)-on Hydrochlorid Cl.O1CCN(CC1)C=1N=C(C2=C(C=NNC2=O)N1)NC1=CC=C(C=C1)CN1CCNCC1